Naphthalin-Formaldehyd C1(=CC=CC2=CC=CC=C12)C=O